FC(OC=1C=C(C=CC1)C1=NOC(=N1)[C@H](C)NC(OC(C)(C)C)=O)F tert-butyl N-[(1S)-1-[3-[3-(difluoromethoxy)phenyl]-1,2,4-oxadiazol-5-yl]ethyl]carbamate